ClC1=NN2C(N=CC3=C2[C@@](C[C@H]3C(=O)NC=3C=NC(=C(C3)C(F)F)N3N=CC=N3)(C(F)(F)F)C)=C1 (6R,8R)-2-chloro-N-(5-(difluoromethyl)-6-(2H-1,2,3-triazol-2-yl)pyridin-3-yl)-8-methyl-8-(trifluoromethyl)-7,8-dihydro-6H-cyclopenta[e]pyrazolo[1,5-a]pyrimidine-6-carboxamide